(3r,4r)-4-fluoro-1-(5-fluoro-1-((5-methyl-1,3,4-thiadiazol-2-yl)methyl)-1H-benzo[d]imidazol-2-yl)piperidin-3-amine F[C@H]1[C@@H](CN(CC1)C1=NC2=C(N1CC=1SC(=NN1)C)C=CC(=C2)F)N